3-((3-((2-methoxyethyl)amino)-3-oxoprop-1-en-2-yl)amino)-3-oxoprop-1-en COCCNC(C(=C)NC(C=C)=O)=O